C(C)(C)(C)OC(=O)N1CCC(CC1)C1=NC(=CC=C1)OCC=1C=2N(C=CC1)N=C(C2)CC(=O)OCC 4-(6-((2-(2-ethoxy-2-oxoethyl)pyrazolo[1,5-a]pyridin-4-yl)methoxy)pyridine-2-yl)piperidine-1-carboxylic acid tert-butyl ester